Cl.CN(CCCN(CC(=O)O)C(=O)OCC1C2=CC=CC=C2C=2C=CC=CC12)C 2-{[3-(dimethylamino)propyl]({[(9H-fluoren-9-yl)methoxy]carbonyl})amino}acetic acid hydrochloride